tert-Butyl (2S,3S)-3-amino-2-methylpyrrolidine-1-carboxylate N[C@@H]1[C@@H](N(CC1)C(=O)OC(C)(C)C)C